5-((2R,4S)-2-(2-(((1R,3S)-3-aminocyclopentyl)oxy)-5-fluorophenyl)-4-fluoropyrrolidin-1-yl)pyrazolo[1,5-a]pyrimidine-3-carboxylic acid trihydrochloride Cl.Cl.Cl.N[C@@H]1C[C@@H](CC1)OC1=C(C=C(C=C1)F)[C@@H]1N(C[C@H](C1)F)C1=NC=2N(C=C1)N=CC2C(=O)O